BrC1=CC(=C(C=C1)O)C=NC1=CC=C(C=C1)CN(CC)CC 4-bromo-2-((4-((dieth-ylamino)methyl)phenylimino)methyl)phenol